NC=1C(=NN(C1)C1CCC(CC1)CN(C1CCN(CC1)C1=CC=CC=2N(C(N(C21)C)=O)C2C(NC(CC2)=O)=O)C)C(F)(F)F 3-[4-[4-[[4-[4-amino-3-(trifluoromethyl)pyrazol-1-yl]cyclohexyl]methyl-methyl-amino]-1-piperidyl]-3-methyl-2-oxo-benzimidazol-1-yl]piperidine-2,6-dione